N-(2-((4-(3-bromophenyl)thiazol-2-yl)amino)-2-oxoethyl)-1-(tert-butyl)-1H-pyrrole-3-carboxamide BrC=1C=C(C=CC1)C=1N=C(SC1)NC(CNC(=O)C1=CN(C=C1)C(C)(C)C)=O